C(C)(C)C1=NC(=C(C(=C1/C=C/C(CC(CC(=O)[O-])O)O)C1=CC=C(C=C1)F)COCCCC)C(C)C (E)-7-[2,6-diisopropyl-4-(4-fluorophenyl)-5-butyloxymethyl-pyrid-3-yl]-3,5-dihydroxy-hept-6-enoate